7-(3-(methoxymethoxy)naphthalene-1-yl)quinazolin COCOC=1C=C(C2=CC=CC=C2C1)C1=CC=C2C=NC=NC2=C1